C(\C=C\CCC)=O (e)-2-hexenal